C(C)(C)(C)OC(=O)N1C(C2=C(C=CC(=C2C1)Br)C1=NC2=C(N1)C=CC(=C2)N2CCN(CC2)C)=O 4-bromo-7-(5-(4-methylpiperazin-1-yl)-1H-benzo[d]imidazol-2-yl)-1-oxoisoindole-2-carboxylic acid tert-butyl ester